C1=CC=CC2=C(C3=CC=CC=C3C(=C12)C(=O)F)C(=O)F anthracene-9,10-dicarbonyl difluoride